BrC=1C=CC(=NC1COC)C=1OC(=NN1)C(F)F 2-(5-bromo-6-(methoxymethyl)pyridin-2-yl)-5-(difluoromethyl)-1,3,4-oxadiazole